(R)-2-(4-chloro-7-((2-((1-(5-methylfuran-2-yl)propyl)amino)-3,4-dioxocyclobut-1-en-1-yl)amino)-1-oxoisoindolin-2-yl)-4-methoxybenzoic acid ClC1=C2CN(C(C2=C(C=C1)NC1=C(C(C1=O)=O)N[C@H](CC)C=1OC(=CC1)C)=O)C1=C(C(=O)O)C=CC(=C1)OC